5-[2-[ethoxy(methyl)phosphoryl]ethyl]imidazolidine-2,4-dione C(C)OP(=O)(C)CCC1C(NC(N1)=O)=O